C(#N)[C@H](C[C@@H]1C(NCC1)=O)NC(=O)[C@H]1N(C2CCC1CC2)C(=O)C=2NC1=CC=CC(=C1C2)OC (S)-N-((S)-1-cyano-2-((R)-2-oxopyrrolidin-3-yl)ethyl)-2-(4-methoxy-1H-indole-2-carbonyl)-2-azabicyclo[2.2.2]octane-3-carboxamide